C(C)C1CC(C2=C(CC1)C=C(C=C2)C(=O)OC)=O methyl 7-ethyl-5-oxo-6,7,8,9-tetrahydro-5H-benzo[7]annulene-2-carboxylate